N1(N=NC2=C1C=CC=C2)CCCCC[N+](C)(C)C 5-(1H-benzo[d][1,2,3]triazol-1-yl)-N,N,N-trimethyl-pentan-1-aminium